4-[(1E)-2-[5-[(1R)-1-(3,5-Dichloro-4-pyridyl)ethoxy]-1H-indazol-3-yl]vinyl]-1H-pyrazol-1-ethanol ClC=1C=NC=C(C1[C@@H](C)OC=1C=C2C(=NNC2=CC1)/C=C/C=1C=NN(C1)CCO)Cl